C1(CCCC1)C=1N(C([C@@H](N(C1)C1=C(C=C(C(=O)NC[C@@H]2OCCC2)C=C1)[N+](=O)[O-])CC1=CC=C(C=C1)F)=O)CC1=CC=C(C=C1)O 4-((S)-5-cyclopentyl-2-(4-fluorobenzyl)-4-(4-hydroxybenzyl)-3-oxo-3,4-dihydropyrazin-1(2H)-yl)-3-nitro-N-(((R)-tetrahydrofuran-2-yl)methyl)benzamide